CN(S(=O)(=O)C=1C=CC(=C(C(=O)NC=2SC(=CN2)CC)C1)N(C)CC)C 5-(N,N-dimethylsulfamoyl)-2-(ethyl(methyl)amino)-N-(5-ethylthiazol-2-yl)benzamide